(R)-2-amino-N-(bicyclo[2.1.1]hexan-1-yl)-2-cyclopentylacetamide hydrochloride Cl.N[C@@H](C(=O)NC12CCC(C1)C2)C2CCCC2